FC(OC=1C=CC(=NC1)N1C[C@H]2[C@H](C1)CNC2)(F)F (3aS,6aS)-5-[5-(trifluoromethoxy)-2-pyridyl]-2,3,3a,4,6,6a-hexahydro-1H-pyrrolo[3,4-c]pyrrole